NCC1CC2(C1)CCC2 2-(aminomethyl)spiro[3.3]Heptane